2-(2,6-dioxopiperidin-3-yl)-5-fluoro-6-(3-(piperidin-4-ylmethyl)-3,8-diazabicyclo[3.2.1]octan-8-yl)isoindoline-1,3-dione O=C1NC(CCC1N1C(C2=CC(=C(C=C2C1=O)F)N1C2CN(CC1CC2)CC2CCNCC2)=O)=O